SC(CC)CCC 3-Mercaptohexan